S1N=CC2=C1C=CC=C2 AZA-BENZOTHIOPHEN